2-Amino-4-(6-chloro-8-fluoro-2-(((2R,7aS)-2-fluorotetrahydro-1H-pyrrolizin-7a(5H)-yl)methoxy)-4-(1,4-oxazocan-4-yl)quinazolin-7-yl)-7-fluorobenzo[b]thiophene-3-carbonitrile NC1=C(C2=C(S1)C(=CC=C2C2=C(C=C1C(=NC(=NC1=C2F)OC[C@]21CCCN1C[C@@H](C2)F)N2CCOCCCC2)Cl)F)C#N